5,10,15,20-tetrakis(pentafluorophenyl)porphyrin iron [Fe].FC1=C(C(=C(C(=C1C=1C2=CC=C(N2)C(=C2C=CC(C(=C3C=CC(=C(C=4C=CC1N4)C4=C(C(=C(C(=C4F)F)F)F)F)N3)C3=C(C(=C(C(=C3F)F)F)F)F)=N2)C2=C(C(=C(C(=C2F)F)F)F)F)F)F)F)F